propylenebis-oleic acid C(C(C)CCCCCCCC\C=C/CCCCCCCC(=O)O)CCCCCCCC\C=C/CCCCCCCC(=O)O